1,1,1-trideuterio-2-(trideuteriomethyl)pent-4-en-2-amine [2H]C(C(CC=C)(N)C([2H])([2H])[2H])([2H])[2H]